di-tert-butyl ((4R)-5-amino-2-(((tert-butyldiphenyl silyl)oxy)methyl)pentane-1,4-diyl)dicarbamate NC[C@@H](CC(CNC(OC(C)(C)C)=O)CO[Si](C1=CC=CC=C1)(C1=CC=CC=C1)C(C)(C)C)NC(OC(C)(C)C)=O